3-bromo-2-(4-chlorophenyl)imidazo[1,2-a]pyridine BrC1=C(N=C2N1C=CC=C2)C2=CC=C(C=C2)Cl